[N+](=O)([O-])C1=C2CC(N(C2=CC=C1)C1C(NC(CC1)=O)=O)=O 3-(4-nitro-2-oxoindol-1-yl)piperidine-2,6-dione